7-(2,8-Dimethylimidazo[1,2-b]pyridazin-6-yl)-5-fluoro-3-(piperazin-1-yl)cinnoline dihydrochloride Cl.Cl.CC=1N=C2N(N=C(C=C2C)C2=CC(=C3C=C(N=NC3=C2)N2CCNCC2)F)C1